(2S,3S)-2-[2-amino-2-(1-carbamimidoylpiperidin-4-yl)acetamido]-N,3-dimethyl-pentanamide dihydrochloride Cl.Cl.NC(C(=O)N[C@H](C(=O)NC)[C@H](CC)C)C1CCN(CC1)C(N)=N